ClC=1C(=NC(=CN1)NC=1C=NN(C1)C)NC1=C(C=CC(=C1)[N+](=O)[O-])F 3-chloro-N2-(2-fluoro-5-nitrophenyl)-N6-(1-methyl-1H-pyrazol-4-yl)pyrazine-2,6-diamine